7-(2-{5-[(7R)-7-amino-2-azabicyclo[2.2.1]heptane-2-carbonyl]-7-methoxy-1-methyl-1H-1,3-benzodiazol-2-yl}-1-(cyclopropylmethyl)-1H-pyrrolo[2,3-b]pyridin-6-yl)quinazolin-4-ol N[C@H]1C2N(CC1CC2)C(=O)C2=CC1=C(N(C(=N1)C1=CC=3C(=NC(=CC3)C3=CC=C4C(=NC=NC4=C3)O)N1CC1CC1)C)C(=C2)OC